NC=1C(=NC(=C(C1)F)OCCC1=CC(=C(C=C1)F)F)NC(C)=O N-(3-amino-6-(3,4-difluorophenethyloxy)-5-fluoropyridin-2-yl)acetamide